C(C)(C)(C)OC(N(C)C1(CCC2=C(C=C(C=C12)C)F)OCC1=CC=CC=C1)=O (benzyloxy)-4-fluoro-6-methyl-2,3-dihydro-1H-inden-1-yl-(methyl)carbamic acid tert-butyl ester